The molecule is a monocarboxylic acid anion resulting from the removal of the from from the carboxy group of 3alpha,7alpha,12alpha-trihydroxy-5beta-cholestan-26-oic acid. It is a conjugate base of a 3alpha,7alpha,12alpha-trihydroxy-5beta-cholestan-26-oic acid. C[C@H](CCCC(C)C(=O)[O-])[C@H]1CC[C@@H]2[C@@]1([C@H](C[C@H]3[C@H]2[C@@H](C[C@H]4[C@@]3(CC[C@H](C4)O)C)O)O)C